C1=CC=C(C=C1)C[C@@H](C[C@@H]([C@H](CC2=CC=CC=C2)NC(=O)OCC3=CN=CS3)O)N (2S,3S,5S)-5-Amino-2-(N-((5-thiazolyl)-methoxycarbonyl)Amino)-1,6-diphenyl-3-hydroxyhexane